5-chloro-4-(cyclopentylmethoxy)-2-fluoro-benzoic acid ClC=1C(=CC(=C(C(=O)O)C1)F)OCC1CCCC1